ClC=1C=C(C=CC1)C1C2=C(OC1=O)C(=CC1=CC=CC=C12)F (3-chlorophenyl)-4-fluoronaphtho[2,1-b]Furan-2-one